FC(C=1C=C(COC(=O)N(C2CCC3=CC(=CC=C23)/C=C/C(=O)OCC)C)C=C(C1)C(F)(F)F)(F)F ethyl (E)-3-(1-((((3,5-bis(trifluoromethyl)benzyl)oxy)carbonyl)(methyl)amino)-2,3-dihydro-1H-inden-5-yl)acrylate